4-chloro-3-((4-methylphenyl)sulfonylamino)-N-(pyridin-3-ylmethyl)benzamide ClC1=C(C=C(C(=O)NCC=2C=NC=CC2)C=C1)NS(=O)(=O)C1=CC=C(C=C1)C